(E)-8-(2-bromoethoxy)-7-methyl-8-oxooct-6-enoic acid BrCCOC(/C(=C/CCCCC(=O)O)/C)=O